4-amino-3-(4-phenoxyphenyl)-1-[(3R)-1-prop-2-enoyl-3-piperidinyl]imidazo[4,5-c]pyridin-2-one NC1=NC=CC2=C1N(C(N2[C@H]2CN(CCC2)C(C=C)=O)=O)C2=CC=C(C=C2)OC2=CC=CC=C2